2-(4-methoxypyridin-3-yl)pyrazolo[5,1-b]thiazole-7-carboxamide COC1=C(C=NC=C1)C1=CN2C(S1)=C(C=N2)C(=O)N